NC(CC=1C=C(C=CC1)NS(=O)(=O)C)C1=C(C=CC=C1)OC N-{3-[2-amino-2-(2-methoxyphenyl)ethyl]phenyl}methanesulfonamide